2-(5-{[(1R,2R,3S,5S)-2-fluoro-8-azabicyclo[3.2.1]octan-3-yl](methyl)amino}pyrazin-2-yl)-5-(1-methyl-1H-indazol-5-yl)phenol F[C@@H]1[C@H]2CC[C@@H](C[C@@H]1N(C=1N=CC(=NC1)C1=C(C=C(C=C1)C=1C=C3C=NN(C3=CC1)C)O)C)N2